{4-[(4-phenoxyphenyl)amino]pyrimidin-2-yl}methanol O(C1=CC=CC=C1)C1=CC=C(C=C1)NC1=NC(=NC=C1)CO